NC=1N=CN(C(C1C(=O)OC)=O)C1=C(C=C(C=C1Cl)C(F)F)Cl methyl 4-amino-1-(2,6-dichloro-4-(difluoromethyl)phenyl)-6-oxo-1,6-dihydropyrimidine-5-carboxylate